sodium tin phosphorus [P].[Sn].[Na]